N=1C=NN2C1C=C(C=C2)CC2=C(C=C(C=C2)NC2=NC=NC1=CC=C(C=C21)I)C N-(4-([1,2,4]triazolo[1,5-a]pyridin-7-ylmethyl)-3-methylphenyl)-6-iodoquinazolin-4-amine